ClCCN(C1=CC=C(\C=C/2\C(C3=CC(=CC=C3CC2)OC)=O)C=C1)CCCl (E)-2-(4-(bis(2-chloroethyl)amino)benzylidene)-7-methoxy-3,4-dihydronaphthalen-1(2H)-one